(S)-3-(3-chloro-4-fluorophenyl)-1-(1-(2-(2-hydroxyethyl)-1-oxo-1,2-dihydroisoquinolin-4-yl)ethyl)-1-methylurea ClC=1C=C(C=CC1F)NC(N(C)[C@@H](C)C1=CN(C(C2=CC=CC=C12)=O)CCO)=O